N=1N=NC=2C1C=NC(N2)=O TRIAZOLOPYRIMIDONE